[PH2](OC(CCCCCC)(C)C)=O dimethylheptyl phosphinate